triphenyl tetraphosphate O(P(OC1=CC=CC=C1)(=O)OP(=O)(OC1=CC=CC=C1)OP(=O)([O-])OP(=O)([O-])[O-])C1=CC=CC=C1